C(=O)O.ClC=1C=C2CCCN(C2=C(C1)C1=CC=CC2=C1SC(=C2)C2(CC2)N2C(CCC2=O)=O)[C@@H]2CNCC2 (S)-1-(1-(7-(6-chloro-1-(pyrrolidin-3-yl)-1,2,3,4-tetrahydroquinolin-8-yl)benzo[b]thiophen-2-yl)cyclopropyl)pyrrolidine-2,5-dione, formic acid salt